N1(CC1)CCC(=O)O.N1(CC1)CCC(=O)O.N1(CC1)CCC(=O)O.C(O)C(CC)(CO)CO Trimethylolpropan tris[3-(aziridin-1-yl)propionat]